2-chloro-8-methyl-8-(1-((2-(trimethylsilyl)ethoxy)methyl)-1H-pyrazol-3-yl)-7,8-dihydro-6H-cyclopenta[e]pyrazolo[1,5-a]pyrimidine ClC1=NN2C(N=CC3=C2C(CC3)(C3=NN(C=C3)COCC[Si](C)(C)C)C)=C1